N-[3-[[(4Z)-4-(1,3-benzothiazol-6-ylmethylene)-5-oxo-1H-imidazol-2-yl]amino]-1-adamantyl]methanesulfonamide S1C=NC2=C1C=C(C=C2)\C=C\2/N=C(NC2=O)NC21CC3(CC(CC(C2)C3)C1)NS(=O)(=O)C